ClC1=C(C(=O)NC2(CCN(CC2)C2=NC=C(C=C2)C=2C=3N(C=C(C2)OC)N=CC3Cl)C)C(=CC=C1)F 2-chloro-N-(1-(5-(3-chloro-6-methoxypyrazolo[1,5-a]pyridin-4-yl)pyridin-2-yl)-4-methylpiperidin-4-yl)-6-fluorobenzamide